methyldi(4-fluorophenyl)silane C[SiH](C1=CC=C(C=C1)F)C1=CC=C(C=C1)F